C1(CCCCC1)[C@@H](C(=O)OCC)C Ethyl (S)-2-cyclohexylpropanoate